N-(2,5-difluoro-4-(trifluoromethyl)phenyl)-5-(3-oxocyclopent-1-en-1-yl)-1H-pyrrole-3-sulfonamide FC1=C(C=C(C(=C1)C(F)(F)F)F)NS(=O)(=O)C1=CNC(=C1)C1=CC(CC1)=O